lead tetraacetic acid C(C)(=O)O.C(C)(=O)O.C(C)(=O)O.C(C)(=O)O.[Pb]